CC1=NC(=CC(=N1)OCCNC(OC(C)(C)C)=O)NC=1SC(=CN1)C1=CC=CC=C1 tert-butyl N-[2-[2-methyl-6-[(5-phenylthiazol-2-yl)amino]pyrimidin-4-yl]oxyethyl]carbamate